C(C)OC(C(=NOC(COC)=O)N)=O 2-amino-2-((2-methoxyacetoxy)imino)acetic acid ethyl ester